FC(OC1=CC2=C(C=NS2)C=C1C1=NNC=C1NC(=O)C=1C=NN2C1N=CC=C2)F N-(3-(6-(difluoromethoxy)benzo[d]isothiazol-5-yl)-1H-pyrazol-4-yl)pyrazolo[1,5-a]pyrimidine-3-carboxamide